(4-(methylthio)phenyl)(oxo)arsine Methyl-Palmitat COC(CCCCCCCCCCCCCCC)=O.CSC1=CC=C(C=C1)[As]=O